[F-].[Ba+2].[Ca+2].[F-].[F-].[F-] Calcium barium fluoride